CC=1C=CC(=C2C=CC(=NC12)C=1OC2=C(C1C)C=CC=C2)OC2CC(C2)C2=CC=CC=C2 8-Methyl-2-(3-methyl-1-benzofuran-2-yl)-5-(3-phenylcyclobutoxy)quinoline